tert-butyl (3S)-4-[[3-(4-chloro-2-fluoro-benzoyl)-4,5-dimethyl-2-thienyl]amino]-3-(9H-fluoren-9-ylmethoxy-carbonylamino)-4-oxo-butanoate ClC1=CC(=C(C(=O)C2=C(SC(=C2C)C)NC([C@H](CC(=O)OC(C)(C)C)NC(=O)OCC2C3=CC=CC=C3C=3C=CC=CC23)=O)C=C1)F